molybdenum thiophosphoric acid P(O)(O)(O)=S.[Mo]